N-(cis-1-(cyclopropylcarbonyl)-2-((6-phenylpyridin-2-yl)methyl)pyrrolidin-3-yl)methanesulfonamide C1(CC1)C(=O)N1[C@H]([C@H](CC1)NS(=O)(=O)C)CC1=NC(=CC=C1)C1=CC=CC=C1